COC1=CC=C(C=C1)C(=C(C1=CC=CC=C1)C1=C(C=CC=C1)C1=CC=CC=C1)C1=CC=C(C=C1)OC (2,2-bis(4-methoxyphenyl)-1-phenylvinyl)-[1,1'-biphenyl]